6-(morpholine-4-carbonyl)naphthalen N1(CCOCC1)C(=O)C=1C=C2C=CC=CC2=CC1